C(C)(C)(C)OC(=O)N(C1=NC=CC(=C1)C=1OC=C(N1)C(=O)NC=1C(=NN(C1)C)C(=O)OC(=O)OC(C)C)CC(F)(F)F isopropoxycarbonyl 4-[[2-[2-[tert-butoxycarbonyl(2,2,2-trifluoroethyl)amino]-4-pyridyl]oxazole-4-carbonyl]amino]-1-methyl-pyrazole-3-carboxylate